triphenyl-pyrylium C1(=CC=CC=C1)C1=C(C(=[O+]C=C1)C1=CC=CC=C1)C1=CC=CC=C1